C1(CCC1)CC(=O)NC1=CSC(=C1)C1=NC(=CN=C1)C1=CC(=C(C=C1)S(=O)C)OC 2-cyclobutyl-N-(5-(6-(3-methoxy-4-(methylsulfinyl)phenyl)pyrazin-2-yl)thiophen-3-yl)acetamide